benzotriazolyl-tetramethylbutylphenol N1N=NC2=C1C=CC=C2OC2=C(C(=C(C(=C2C)C)C)C)CCCC